C(C)(C)[Si](OC=1C=C(C=CC1NC(C1=CC=C(C=C1)[N+](=O)[O-])=O)C1=CC(=C(C=C1)NC(C1=CC=C(C=C1)[N+](=O)[O-])=O)O[Si](C(C)C)(C(C)C)C(C)C)(C(C)C)C(C)C 3,3'-bis(triisopropylsiloxy)-4,4'-bis(4-nitrobenzoylamino)biphenyl